3-cyano-4-fluoro-N-(4-methoxybenzyl)-N-methylbenzenesulfonamide C(#N)C=1C=C(C=CC1F)S(=O)(=O)N(C)CC1=CC=C(C=C1)OC